7-(4-hydroxytetrahydro-2H-pyran-4-yl)-5-methoxy-1,3-dimethylquinolin-2(1H)-one OC1(CCOCC1)C1=CC(=C2C=C(C(N(C2=C1)C)=O)C)OC